(2R,4S)-N-[1-[4-(4-Chloropyrazole-1-yl)-3-fluoro-phenyl]ethyl]-1-[(2R)-2-(4-cyclopropyltriazol-1-yl)-3,3-dimethyl-butyryl]-4-hydroxy-pyrrolidine-2-carboxamide ClC=1C=NN(C1)C1=C(C=C(C=C1)C(C)NC(=O)[C@@H]1N(C[C@H](C1)O)C([C@@H](C(C)(C)C)N1N=NC(=C1)C1CC1)=O)F